(7H-pyrrolo[2,3-d]pyrimidine-4-yl)-1,4-diazacycloheptane-1-carboxylic acid tert-butyl ester C(C)(C)(C)OC(=O)N1C(CNCCC1)C=1C2=C(N=CN1)NC=C2